COC([C@H](CF)NCC1=CC=C(C=C1)OC)=O (R)-2-((p-methoxybenzyl)amino)-3-fluoropropionic acid methyl ester